N-(3-fluoro-1-bicyclo[1.1.1]pentyl)-4-[[2-(1H-indazol-6-yl)acetyl]amino]pyridine-2-carboxamide FC12CC(C1)(C2)NC(=O)C2=NC=CC(=C2)NC(CC2=CC=C1C=NNC1=C2)=O